CN(C(CCOCCCCCCC)=O)C N,N-dimethyl-beta-heptyloxy-propionamide